(2R,3R,4R,5S)-1-(3,4-dichlorophenyl-ethyl)-2-methylpiperidine-3,4,5-triol ClC=1C=C(C=CC1Cl)CCN1[C@@H]([C@H]([C@@H]([C@H](C1)O)O)O)C